C=1(C2=C(C(=CC1O)C=O)O2)C epoxy-o-cresolformaldehyde